FC1=CC=C(C=C1)C1=CC=2C(=NC=C(C2)C=2N=C(SC2)C(=O)NCC2(CC2)O)N1 4-(2-(4-fluorophenyl)-1H-pyrrolo-[2,3-b]pyridin-5-yl)-N-((1-hydroxy-cyclopropyl)methyl)thiazole-2-carboxamide